methanediol dimethacrylate C(C(=C)C)(=O)OCOC(C(=C)C)=O